(R)-tert-butyl 4-(6-bromo-3-cyanopyrazolo[1,5-a]pyridin-4-yl)-2-methylpiperazine-1-carboxylate BrC=1C=C(C=2N(C1)N=CC2C#N)N2C[C@H](N(CC2)C(=O)OC(C)(C)C)C